1-(3-(4-Methoxyphenyl)-1,2,4-oxadiazol-5-yl)-N-((1-(((S)-pyrrolidin-2-yl)methyl)pyrrolidin-3-yl)methyl)piperidin-4-carboxamid COC1=CC=C(C=C1)C1=NOC(=N1)N1CCC(CC1)C(=O)NCC1CN(CC1)C[C@H]1NCCC1